C(C1=CC=CC=C1)(C1=CC=CC=C1)C1=C(N)C(=CC(=C1)OC)C(C1=CC=CC=C1)C1=CC=CC=C1 2,6-bis(benzhydryl)-4-methoxyaniline